FC1=C(C(=CC=C1NS(=O)(=O)C1=CC(=CC=C1)C)F)C=1C=C2C=NC(=NC2=CC1)NC(C(C)(C)C)=O N-(6-(2,6-difluoro-3-(3-methylphenylsulfonamido)phenyl)quinazolin-2-yl)pivalamide